(4-(2-(1H-imidazol-1-yl)ethoxy)-(3-methoxybenzyl)(methyl)amino)-3-(3-bromo-5-chlorophenoxy)propan-2-ol N1(C=NC=C1)CCOC1=C(C=C(CN(C)CC(COC2=CC(=CC(=C2)Cl)Br)O)C=C1)OC